FC1=C(OP(=O)(OC2=CC=CC=C2)N[C@H](C(=O)OCC(CC)CC)C)C(=C(C(=C1F)F)F)F 2-ethylbutyl (2S)-2-{[2,3,4,5,6-pentafluorophenoxy (phenoxy)phosphoryl]amino}propanoate